CN1CCN(CC1)C=CC(=O)N 3-(4-methylpiperazin-1-yl)acrylamide